(R)-2-acetamido-3-phenylpropionic acid C(C)(=O)N[C@@H](C(=O)O)CC1=CC=CC=C1